C1=CC(=CC=C1C(C2=CC=C(C=C2)Cl)C(Cl)(Cl)Cl)Cl The molecule is a chlorophenylethane that is 1,1,1-trichloro-2,2-diphenylethane substituted by additional chloro substituents at positions 4 of the phenyl substituents. It is a commonly used organochlorine insecticide. It has a role as a bridged diphenyl acaricide, a carcinogenic agent, a persistent organic pollutant and an endocrine disruptor. It is an organochlorine insecticide, a benzenoid aromatic compound, a member of monochlorobenzenes and a chlorophenylethane. It derives from a 1,1,1-trichloro-2,2-diphenylethane and a 4,4'-dichlorodiphenylmethane.